CC1(CC(C1)NC(OC(C)(C)C)=O)OC=1C=2N(C=C(N1)C1=CN=C(S1)C)N=CC2 tert-butyl ((1s,3s)-3-methyl-3-((6-(2-methylthiazol-5-yl)pyrazolo[1,5-a]pyrazin-4-yl)oxy)cyclobutyl)carbamate